5-(cyclohexylmethyl)-2-methyl-4-(2-(trifluoromethyl)benzyl)-2,4-dihydro-3H-1,2,4-triazol-3-one C1(CCCCC1)CC=1N(C(N(N1)C)=O)CC1=C(C=CC=C1)C(F)(F)F